(S)-1-(3-fluorophenyl)-3-(1-(naphthalen-1-yl)ethyl)thiourea FC=1C=C(C=CC1)NC(=S)N[C@@H](C)C1=CC=CC2=CC=CC=C12